2-((2-methylhydrazineylidene)methyl)-5-(trifluoromethyl)pyridine CNN=CC1=NC=C(C=C1)C(F)(F)F